ClC[C@]1([C@H](C[C@@H](O1)N1C(NC(C(=C1)C)=O)=O)F)CO 1-((2R,4S,5R)-5-(chloromethyl)-4-fluoro-5-(hydroxymethyl)tetrahydrofuran-2-yl)-5-methylpyrimidine-2,4(1H,3H)-dione